(R)-4-(4-(4-Bromophenyl)-1-(1-(2-(trimethylsilyl)ethoxy)methyl)-1H-pyrazol-5-yl)-1H-pyrazole BrC1=CC=C(C=C1)C=1C=NN(C1C=1C=NNC1)COCC[Si](C)(C)C